FC(S(=O)(=O)OCC12CC(CC(CC1)(O2)COS(=O)(=O)C(F)(F)F)C2=NC(=C(C=C2)NC(=O)OC(C)(C)C)C2=CCC(CC2)(C)C)(F)F [3-[5-(tert-butoxycarbonylamino)-6-(4,4-dimethylcyclohexen-1-yl)-2-pyridyl]-5-(trifluoromethylsulfonyloxymethyl)-8-oxabicyclo[3.2.1]octan-1-yl]methyl trifluoromethanesulfonate